(2-(5'-fluoro-1'-(1-(4-oxopentanoyl)piperidine-4-carbonyl)-1H,1'H-[4,6'-biindazol]-1-yl)acetyl)glycylglycine FC=1C=C2C=NN(C2=CC1C=1C=2C=NN(C2C=CC1)CC(=O)NCC(=O)NCC(=O)O)C(=O)C1CCN(CC1)C(CCC(C)=O)=O